SCSSC1=C(C(=CC=C1)SSCS)SSCS 1,2,3-tris(mercaptomethylthiothio)benzene